O[C@@H](C(=O)O)[C@H](C(=O)N[C@H](C)C1=CC=CC2=CC=CC=C12)O (2R,3R)-2,3-dihydroxy-4-(((R)-1-(naphthalen-1-yl)ethyl)amino)-4-oxobutanoic acid